2-Ethylhexyl-stearat C(C)C(COC(CCCCCCCCCCCCCCCCC)=O)CCCC